C[C@@H]1[C@H](O1)C(=O)N[C@@H]1C[C@@H](CC1)OC=1C=2N(C=C(N1)C=1C=NN(C1)C)N=CC2 (2S,3R)-3-methyl-N-((1S,3R)-3-((6-(1-methyl-1H-pyrazol-4-yl)pyrazolo[1,5-a]pyrazin-4-yl)oxy)cyclopentyl)oxirane-2-carboxamide